N[C@H](CC1=C(C2=NC=CC(=C2S1)NCC=1OC=CC1)C)C 2-[(2S)-2-aminopropyl]-7-{[(furan-2-yl)methyl]amino}-3-methylthieno[3,2-b]pyridine